FC1(CN(CC[C@H]1NC1=NN2C(C=N1)=C(C=C2C(C)C)F)S(=O)(=O)C)F (4R)-3,3-difluoro-N-{5-fluoro-7-isopropylpyrrolo[2,1-f][1,2,4]triazin-2-yl}-1-methanesulfonylpiperidin-4-amine